3-Hydroxy-6-methoxy-1-oxo-7-(4,4,4-trifluorobutoxy)isochromane-5-carbaldehyde OC1OC(C=2C=C(C(=C(C2C1)C=O)OC)OCCCC(F)(F)F)=O